ClC=1C(=NC=CC1C)N(CC1=CC=C(C=C1)OC)CC1=CC=C(C=C1)OC chloro-N,N-bis[(4-methoxyphenyl)methyl]-4-methyl-pyridin-2-amine